BrC=1C=C2N(N=CC(=C2Cl)C(=NC2=C(C=C(C=C2)O[Si](C)(C)C(C)(C)C)C(C)C)N)C1 6-bromo-N'-[4-[tert-butyl(dimethyl)silyl]oxy-2-isopropyl-phenyl]-4-chloro-pyrrolo[1,2-b]pyridazine-3-carboxamidine